Acetic acid (2-tert-butylamino-pyridin-3-ylcarbamoyl)-methyl ester C(C)(C)(C)NC1=NC=CC=C1NC(=O)COC(C)=O